CC1(N(CC[C@H](C1)OCC=O)C1=NN(C(=C1)C)C1CC2(CN(C2)C(=O)OCC2=CC=CC=C2)C1)C benzyl (R)-6-(3-(2,2-dimethyl-4-(2-oxoethoxy)piperidin-1-yl)-5-methyl-1H-pyrazol-1-yl)-2-azaspiro[3.3]heptane-2-carboxylate